tert-Butyl ((R)-1-(7-chloro-8-fluoro-2-(((2R,7aS)-2-fluorotetrahydro-1H-pyrrolizin-7a(5H)-yl)methoxy)pyrido[4,3-d]pyrimidin-4-yl)-3-methylpiperidin-3-yl)carbamate ClC1=C(C=2N=C(N=C(C2C=N1)N1C[C@](CCC1)(C)NC(OC(C)(C)C)=O)OC[C@]12CCCN2C[C@@H](C1)F)F